N1CC(C1)C[N+]1(CCC(CC1)CNC(C1=C(C=C(C=C1)NC=1C=2N(C=CN1)C(=CN2)C=2C=NC(=C(C2)F)C=2C(=NNC2)C)CC)=O)C N-[[1-(azetidin-3-ylmethyl)-1-methyl-piperidin-1-ium-4-yl]methyl]-2-ethyl-4-[[3-[5-fluoro-6-(3-methyl-1H-pyrazol-4-yl)-3-pyridyl]imidazo[1,2-a]pyrazin-8-yl]amino]benzamide